COC(COC1=CC=C(C=C1)O)(C)C 4-(2-methoxy-2-methylpropyloxy)phenol